C[Si](C)(C)[N-][Si](C)(C)C.C[Si](C)(C)[N-][Si](C)(C)C.[Mn+2] bis[bis(trimethylsilyl)amido]manganese(II)